(R)-3-(3-fluorophenyl)-2-(1-((8-hydroxy-9H-purin-6-yl)amino)propyl)-4H-chromen FC=1C=C(C=CC1)C1=C(OC2=CC=CC=C2C1)[C@@H](CC)NC1=C2N=C(NC2=NC=N1)O